methyl (S)-(1-((4-(3-(5-chloro-2-fluoro-3-(methylsulfonamido)phenyl)-1-isopropyl-1H-pyrazol-4-yl)pyrimidin-2-yl)amino)propan-2-yl)carbamate ClC=1C=C(C(=C(C1)C1=NN(C=C1C1=NC(=NC=C1)NC[C@H](C)NC(OC)=O)C(C)C)F)NS(=O)(=O)C